C(CCCCC(C)C)OCCCCCC(C)C monoisooctyl ether